C1(=CC=CC=C1)C(CNC([O-])=O)B1O[C@]2([C@@H]3C([C@H](C[C@H]2O1)C3)(C)C)C [(1R)-2-phenyl-2-[(1S,2S,6R,8S)-2,9,9-trimethyl-3,5-dioxa-4-boratricyclo[6.1.1.0^[2,6]]decan-4-yl]ethyl]carbamate